CCN(CC)C(=O)/C(=C/C1=CC(=C(C(=C1)OC)O)[N+](=O)[O-])/C#N The molecule is a C-nitro compound that is entacapone in which the phenolic hydroxy group that is meta to the nitro group has been converted into the corresponding methyl ether. It is an aromatic ether, a monocarboxylic acid amide, a nitrile and a member of 2-nitrophenols. It derives from a 5-nitrovanillin and an entacapone.